C(C)OC=1C(=O)NC(C1)=O ethoxy-maleimide